CS(=O)(=O)OCCN1C(N([C@@H](C1)C(N(C)C1=C(C(=C(C=C1)F)Cl)F)=O)C1=NC(=CC(=C1)C(F)(F)F)C)=O (S)-2-(4-((3-chloro-2,4-difluorophenyl)(methyl)carbamoyl)-3-(6-methyl-4-(trifluoromethyl)-pyridin-2-yl)-2-oxoimidazolidin-1-yl)ethyl methanesulfonate